ClC=1C=C(CN2N=C3C4=C(CCC3=C2)OC(=C4C)C(=O)NCCCOC(C)C)C=CC1 2-(3-chlorobenzyl)-N-(3-isopropoxypropyl)-8-methyl-4,5-dihydro-2H-furo[2,3-g]indazole-7-carboxamide